Cl.FC1=C2C(=NC=NC2=CC=C1N1CCNCC1)NC1=CC(=C(C=C1)CC1=CC=2N(C=C1)N=CN2)C 5-fluoro-N-(3-methyl-4-{[1,2,4]triazolo[1,5-a]pyridin-7-ylmethyl}phenyl)-6-(piperazin-1-yl)quinazolin-4-amine hydrochloride